(S)-1-allyl-N-(1-cyclohexyl-2-((4-(3,5-dimethyl-1H-pyrazol-4-yl)phenyl)amino)-2-oxoethyl)-1H-pyrazole-5-carboxamide C(C=C)N1N=CC=C1C(=O)N[C@H](C(=O)NC1=CC=C(C=C1)C=1C(=NNC1C)C)C1CCCCC1